COC1=CC=C2C=NN(C2=C1NS(=O)(=O)C=1C=NN(C1)C1=NN(C(=C1)C(F)(F)F)C)C N-(6-METHOXY-1-METHYL-1H-INDAZOL-7-YL)-1'-METHYL-5'-(TRIFLUOROMETHYL)-1'H-[1,3'-BIPYRAZOLE]-4-SULFONAMIDE